8-iodo-4,6-dimethylnonyloxyheptylmethyl ether IC(CC(CC(CCCOCCCCCCCCOCCCCCCCCOCCCC(CC(CC(C)I)C)C)C)C)C